C(C)(=O)C=1SC=C(C1NC(OC(C)(C)C)=O)Br tert-butyl N-(2-acetyl-4-bromothiophen-3-yl)carbamate